azobis(isobutylamide) dihydrate O.O.N(=N[N-]CC(C)C)[N-]CC(C)C